C(C=C)(=O)N1CCN(CC1)C1=NC(N2C3=C(C(=C(C=C13)Cl)C1=C(C=C(C(=C1)Cl)F)F)SC[C@@H](C2)OC)=O (3R)-8-(4-acryloylpiperazin-1-yl)-10-chloro-11-(5-chloro-2,4-difluorophenyl)-3-methoxy-3,4-dihydro-2H,6H-[1,4]thiazepino[2,3,4-ij]quinazolin-6-one